FC(C(F)O)O 1,2-difluoroethylene glycol